N1N=CC(=C1)C1=C2C=NNC2=C(C=C1)C=1SC2=C(N1)SC(=N2)N 5-[4-(1H-pyrazol-4-yl)-1H-indazol-7-yl][1,3]thiazolo[5,4-d][1,3]thiazol-2-amine